benzyl (S)-2-(4-(4-(6-((((9H-fluoren-9-yl)methoxy)carbonyl)amino)hexanamido)butoxy)phenyl)-2-(isoindolin-2-yl)acetate C1=CC=CC=2C3=CC=CC=C3C(C12)COC(=O)NCCCCCC(=O)NCCCCOC1=CC=C(C=C1)[C@@H](C(=O)OCC1=CC=CC=C1)N1CC2=CC=CC=C2C1